4-[4-Bromo-6-(2,6-difluoro-benzyl)-3-hydroxy-pyridin-2-yl]-4-oxo-butyric acid ethyl ester C(C)OC(CCC(=O)C1=NC(=CC(=C1O)Br)CC1=C(C=CC=C1F)F)=O